ethyl-2-methyl-2-n-butyltelluride C(C)CC(CC)(C)[Te]C(CCC)(CC)C